BrC1=CC(=C(C=C1)C1N(C(CC2=C3C(=CC=C12)NN=C3)C)CC(COC)(C)F)OC 6-(4-bromo-2-methoxyphenyl)-7-(2-fluoro-3-methoxy-2-methylpropyl)-8-methyl-6,7,8,9-tetrahydro-3H-pyrazolo[4,3-f]isoquinoline